1'-((7-ethyl-6-oxo-5,6-dihydro-1,5-naphthyridin-3-yl)methyl)-aza-methyl-1',2',3',6'-tetrahydro-[3,4'-bipyridine]-6-carboxamide C(C)C=1C(NC=2C=C(C=NC2C1)CN1CCC(=CC1)C=1C(=NC(=CC1)C(=O)N)N)=O